CC1=NOC(=C1C1=CC=C2C=3N([C@H](COC31)C3=NC=CC=C3)C(=N2)NCCO)C 2-{[(4S)-7-(3,5-dimethylisoxazol-4-yl)-4-pyridin-2-yl-4,5-dihydroimidazo[1,5,4-de][1,4]benzoxazin-2-yl]amino}ethanol